tetraallyl 1,2,3,4-butanetetracarboxylate C(C(C(CC(=O)OCC=C)C(=O)OCC=C)C(=O)OCC=C)C(=O)OCC=C